FC=1C=C(C(=O)OC)C=CC1I methyl 3-fluoro-4-iodobenzoate